4-ethynyl-2-oxabicyclo[2.1.1]hexane C(#C)C12COC(C1)C2